ClC1=CC=C2C(=CNC2=C1)S(=O)(=O)NC1=CC(=CC=2OC(OC21)(F)F)C#N 6-chloro-N-(6-cyano-2,2-difluoro-1,3-benzodioxol-4-yl)-1H-indole-3-sulfonamide